CC1=CC=C(C=C1)S(=O)O.CNC1=CC=CC=C1 N-methylaniline p-toluenesulfinate salt